5-(bromomethyl)-N-(2-(5-fluoro-1H-indol-3-yl)ethyl)isoxazole-3-carboxamide Tert-butyl-((1-allyl-4-methyl-1,4-azasilinan-4-yl)methyl)carbamate C(C)(C)(C)N(C(O)=O)C[Si]1(CCN(CC1)CC=C)C.BrCC1=CC(=NO1)C(=O)NCCC1=CNC2=CC=C(C=C12)F